methyl 2-(bis(methylsulfonyl)amino)thiazole-4-carboxylate CS(=O)(=O)N(C=1SC=C(N1)C(=O)OC)S(=O)(=O)C